COC=1C(NC(NC1)=O)=O 5-(methoxy)uracil